ClC1=C(C(=O)NCCC2=CC=NC=C2)C=CC(=C1)NC=1C=2N(C=CN1)C(=CN2)C2=C(C(=C(C=C2)OCC#N)F)Cl 2-chloro-4-[[3-[2-chloro-4-(cyanomethoxy)-3-fluoro-phenyl]imidazo[1,2-a]pyrazin-8-yl]amino]-N-[2-(4-pyridyl)ethyl]benzamide